3-fluoro-4-{[(6-fluoropyridin-2-yl)oxy]methyl}benzonitrile FC=1C=C(C#N)C=CC1COC1=NC(=CC=C1)F